C(C)C1(CN(CC1C=1C(=NC=CC1)Br)C(=O)OC(C)(C)C)C(=O)[O-] 1-(Tert-butyl) 3-ethyl-4-(2-bromopyridin-3-yl)-2,5-dihydro-1H-pyrrole-1,3-dicarboxylate